2-(2-hydroxy-5-methoxyphenyl)-2H-benzotriazole-5-carboxylic acid 2-methacryloyloxyethyl ester C(C(=C)C)(=O)OCCOC(=O)C1=CC=2C(=NN(N2)C2=C(C=CC(=C2)OC)O)C=C1